N-cyclopropyl-7-oxo-5-(4-(trifluoromethyl)phenyl)-4,7-dihydropyrazolo[1,5-a]pyrimidine-3-carboxamide C1(CC1)NC(=O)C=1C=NN2C1NC(=CC2=O)C2=CC=C(C=C2)C(F)(F)F